COC(=O)C1N(CCC(C1)C1=C(C(=CC=C1OC)Cl)Cl)C(=O)OC(C)(C)C 4-(2,3-dichloro-6-methoxyphenyl)piperidine-1,2-dicarboxylic acid 1-tert-butyl 2-methyl ester